BrC1=CC(=C(C(=C1S(=O)(=O)N(CC1=C(C=CC=C1)C(F)(F)F)CC(=O)OC(C)(C)C)F)F)F tert-butyl 2-(6-bromo-2,3,4-trifluoro-N-(2-(trifluoromethyl)benzyl)phenylsulfonamido)acetate